2,5,8,11,14,17-hexa-oxa-nonadecan-19-ol COCCOCCOCCOCCOCCOCCO